tert-butyl-3-[4-[8-[(2S)-2-methylazetidin-1-yl]imidazo[1,2-a]pyrazin-6-yl]pyrazol-1-yl]azetidine C(C)(C)(C)N1CC(C1)N1N=CC(=C1)C=1N=C(C=2N(C1)C=CN2)N2[C@H](CC2)C